(4-(5-(2-tert-butoxyethylamino)isoxazol-3-yl)piperidin-1-yl)(3-chloro-4-(trifluoromethyl)phenyl)methanone C(C)(C)(C)OCCNC1=CC(=NO1)C1CCN(CC1)C(=O)C1=CC(=C(C=C1)C(F)(F)F)Cl